(6-chlorothieno[2,3-b]pyridin-2-yl)(3,3-difluorocyclobutyl)methanol ClC1=CC=C2C(=N1)SC(=C2)C(O)C2CC(C2)(F)F